O1CCC(CC1)C1=NC=2C(=NC(=CC2)C(F)(F)F)N1C=1C=C2CCNC2=CC1 5-[2-Tetrahydropyran-4-yl-5-(trifluoromethyl)imidazo[4,5-b]pyridin-3-yl]indolin